C12C3C(C(C=C1)C2)C(N(C3=O)CCCCS(=O)(=O)[O-])=O 5-norbornene-2,3-dicarboximido-n-butylsulfonate